N-(cyclopropylmethyl)-6-{2-[2-(dimethylamino)ethoxy]ethoxy}-7-methoxy-1H,2H,3H-cyclopenta[b]quinolin-9-amine C1(CC1)CNC1=C2C(=NC=3C=C(C(=CC13)OC)OCCOCCN(C)C)CCC2